(Methoxymethyl)triphenylphosphonium chloride [Cl-].COC[P+](C1=CC=CC=C1)(C1=CC=CC=C1)C1=CC=CC=C1